FC=1C(=C(C=CC1F)[C@@H]1[C@@H](O[C@@]([C@H]1C)(C(F)(F)F)C)C(=O)NC=1C=C(C=NC1)C(=O)N)OC 5-[[(2R,3R,4S,5S)-3-(3,4-Difluoro-2-methoxy-phenyl)-4,5-dimethyl-5-(trifluoromethyl)tetrahydrofuran-2-carbonyl]amino]pyridin-3-carboxamid